4-benzyl 1-tert-butyl (2S)-2-(hydroxymethyl)piperazine-1,4-dicarboxylate OC[C@H]1N(CCN(C1)C(=O)OCC1=CC=CC=C1)C(=O)OC(C)(C)C